[N-](S(=O)(=O)C(F)(F)F)S(=O)(=O)C(F)(F)F.[NH+]1(CCCC1)[NH+]1CCCC1.[N-](S(=O)(=O)C(F)(F)F)S(=O)(=O)C(F)(F)F bipyrrolidinium bis(trifluoromethylsulfonyl)imide